C(C=C)SSSCC=C Di-2-propenyl trisulphide